FC(S(=O)(=O)OC=1C(=NC2=CC(=NC=C2C1)Cl)C)(F)F 7-chloro-2-methyl-1,6-naphthyridin-3-yl trifluoromethanesulfonate